ClC=1C=C(CNCCC2=CC=C(C=C2)NC(=N)C=2SC=CC2)C=CC1 N-[4-[2-(3-chlorobenzylamino)ethyl]phenyl]thiophene-2-carboxamidine